CN(CCC1=C(C=CC=C1)NC1C2=C(C=3N(CC1)N=NC3C)C=CC(=C2)C=2C=NN(C2)C)C N-(2-(2-(dimethylamino)ethyl)phenyl)-1-methyl-9-(1-methyl-1H-pyrazol-4-yl)-6,7-dihydro-5H-benzo[c][1,2,3]triazolo[1,5-a]azepin-7-amine